methyl 4-chloro-2-fluoro-5-[[(1S)-1-(2-pyrimidin-2-yl-1,2,4-triazol-3-yl)ethyl]carbamoylamino]benzoate ClC1=CC(=C(C(=O)OC)C=C1NC(N[C@@H](C)C=1N(N=CN1)C1=NC=CC=N1)=O)F